[Ni+2].[S-2].[Zn+2].[S-2] zinc sulfide nickel